OC=1C=2N(N(C(C1)=O)C(C)C)C=CC2 4-hydroxyl-isopropyl-2-oxo-1,2-dihydropyrrolo[1,2-b]pyridazine